CC1(CCC(CN1)NC1=NC=C(C(=N1)C1=CNC=2C(N(CCCC21)C=2C=NN(C2)C)=O)C(F)(F)F)C 3-{2-[(6,6-dimethylpiperidin-3-yl)amino]-5-(trifluoromethyl)pyrimidin-4-yl}-7-(1-methyl-1H-pyrazol-4-yl)-1H,4H,5H,6H,7H,8H-pyrrolo[2,3-c]azepin-8-one